ClC=1C=C2C(=CNC2=CC1)CCCNS(=O)(=O)C1=CC=C(C=C1)OCCCN1CCC(CC1)Cl N-(3-(5-chloro-1H-indol-3-yl)propyl)-4-(3-(4-chloropiperidin-1-yl)propoxy)benzenesulfonamide